(S)-2-chloro-N-(2-fluoropyridin-4-yl)-3-(2-((1-(3-methyl-1,2,4-oxadiazol-5-yl)ethyl)amino)-2-oxoacetyl)-5,6,7,8-tetrahydroindolizine-1-carboxamide ClC=1C(=C2CCCCN2C1C(C(=O)N[C@@H](C)C1=NC(=NO1)C)=O)C(=O)NC1=CC(=NC=C1)F